OC=1C(=NC=CC1)N1CCN(CC1)C1CC2(CN(C2)C(=O)OC(C)(C)C)CC1 tert-butyl 6-(4-(3-hydroxypyridin-2-yl)piperazin-1-yl)-2-azaspiro[3.4]-octane-2-carboxylate